ethyl (2R)-3-(5-cyano-1H-imidazol-1-yl)-2-hydroxypropionate C(#N)C1=CN=CN1C[C@H](C(=O)OCC)O